FC1=CC=C(C(=O)OC=2C(=NC(=C(C2C)C)NC(=O)C2=C(C3=C(S2)C=C(C=C3)F)Cl)C)C=C1 6-(3-chloro-6-fluorobenzo[b]thiophene-2-carboxamido)-2,4,5-trimethylpyridin-3-yl 4-fluorobenzoate